NCCOCCOCCN 3,6-dioxa-1,8-diaminooctane